ClC1=CC(=C(N=N1)C)N1C(C=C(C=C1C)OCC1=NC=C(C=C1F)F)=O 1-(6-chloro-3-methyl-pyridazin-4-yl)-4-[(3,5-difluoro-2-pyridinyl)methoxy]-6-methyl-pyridin-2-one